C(#N)C=1C=CC=2N(C(N=C(C2N1)N1C[C@H](N(C[C@@H]1CC)C(CC(=O)N(C1CCN(CC1)C)C)C1=CC=C(C=C1)C(F)(F)F)CC)=O)C 3-((2r,5s)-4-(6-cyano-1-methyl-2-oxo-1,2-dihydropyrido[3,2-d]pyrimidin-4-yl)-2,5-diethylpiperazin-1-yl)-N-methyl-N-(1-methylpiperidin-4-yl)-3-(4-(trifluoromethyl)phenyl)propanamide